1-ethyl-1,1-bis(4-hydroxyphenyl)propane ethyl-2-(1-(4-(trifluoromethyl)benzyl)-5-(((trifluoromethyl)sulfonyl)oxy)-1,2,3,4-tetrahydropyridin-3-yl)acetate C(C)OC(CC1CN(C=C(C1)OS(=O)(=O)C(F)(F)F)CC1=CC=C(C=C1)C(F)(F)F)=O.C(C)C(CC)(C1=CC=C(C=C1)O)C1=CC=C(C=C1)O